2-phenyl-imidazoline copper [Cu].C1(=CC=CC=C1)C=1NCCN1